4-(2-(4-(tert-Butoxycarbonyl)piperidine-1-carbonyl)-4-(trifluoromethyl)benzyl)piperazine-1-carboxylic acid tert-butyl ester C(C)(C)(C)OC(=O)N1CCN(CC1)CC1=C(C=C(C=C1)C(F)(F)F)C(=O)N1CCC(CC1)C(=O)OC(C)(C)C